(1S,2S)-2-ethoxy-2,3-dihydro-1H-inden-1-amine C(C)O[C@@H]1[C@H](C2=CC=CC=C2C1)N